C(C)(C)(C)C1=CC=C(C=C1)NC(C(C1=CC=C(C=C1)C(C)C)N(C(=O)C1=CC(=NO1)O)C)=O N-(2-((4-tert-butylphenyl)amino)-1-(4-isopropylphenyl)-2-oxoethyl)-3-hydroxy-N-methyl-1,2-oxazole-5-carboxamide